3-(5-phenylisoxazol-3-yl)-5-(1-(piperidin-4-yl)-1H-pyrazol-4-yl)pyridin-2-amine C1(=CC=CC=C1)C1=CC(=NO1)C=1C(=NC=C(C1)C=1C=NN(C1)C1CCNCC1)N